N1=C(C=NC=C1)[C@@H](C)NC(=O)[C@@H]1CN(CC[C@H]1NC(=O)C1=CC(=NO1)C1=C(C=C(C=C1)F)F)CC1CC1 |o1:11,16| (3R*,4R*)-1-Cyclopropylmethyl-4-{[3-(2,4-difluoro-phenyl)-isoxazole-5-carbonyl]-amino}-piperidine-3-carboxylic acid ((R)-1-pyrazin-2-yl-ethyl)-amide